(3S)-1-cyano-N-(1-(1-methylpyrrolidin-3-yl)-1H-imidazol-4-yl)pyrrolidine-3-carboxamide C(#N)N1C[C@H](CC1)C(=O)NC=1N=CN(C1)C1CN(CC1)C